ethyl-2-(dimethylaminomethyl)-3-oxo-butyric acid methyl ester COC(C(C(C)=O)(CN(C)C)CC)=O